L-1-tert-butylpyridine C(C)(C)(C)N1CC=CC=C1